tert-butyl 3-(4-bromo-3-fluorophenyl)-3-hydroxypyrrolidine-1-carboxylate BrC1=C(C=C(C=C1)C1(CN(CC1)C(=O)OC(C)(C)C)O)F